FC1(OC(OC1(F)F)(C(=O)F)C(F)(F)F)C(F)(F)F PERFLUORo(2,4-DIMETHYL-2-FLUORoFORMYL-1,3-DIOXOLAN)